C(C=1C(C(=O)OCCCCCCC(C)C)=CC=CC1)(=O)OCC(CCCC)CC (2-ethylhexyl) isononyl phthalate